(2S,3R,4R)-1-acetyl-4-((4-cyano-3-hydroxyphenyl)amino)-2-cyclopropyl-3-methyl-1,2,3,4-tetrahydroquinoline-6-carboxamide C(C)(=O)N1[C@H]([C@@H]([C@H](C2=CC(=CC=C12)C(=O)N)NC1=CC(=C(C=C1)C#N)O)C)C1CC1